6-(5-Fluoropyridin-2-yl)-8-methoxy-N-(1-(3-methyl-1,2,4-oxadiazol-5-yl)ethyl)quinazolin-4-amine FC=1C=CC(=NC1)C=1C=C2C(=NC=NC2=C(C1)OC)NC(C)C1=NC(=NO1)C